1-(3-chloro-phenyl)-4-(2-chloro-pyridin-4-ylethynyl)-5-methyl-1H-imidazole-2-carboxylic acid methyl ester COC(=O)C=1N(C(=C(N1)C#CC1=CC(=NC=C1)Cl)C)C1=CC(=CC=C1)Cl